4,4-Dihydroxybiphenyl OC1(CC=C(C=C1)C1=CC=CC=C1)O